bis(4-methyl-1H-pyrazol-1-yl)methanimine CC=1C=NN(C1)C(=N)N1N=CC(=C1)C